CC(CC(=O)OOC(CC(CC(C)C)(C)C)=O)(CC(C)C)C di(3,3,5-trimethyl hexanoyl) peroxide